CC(C)=C1C2C(C(C1C=C2)C(=O)O)C(NCC=2C=NC=CC2)=O 7-propan-2-ylidene-2-(pyridin-3-ylmethylcarbamoyl)bicyclo[2.2.1]hept-5-ene-3-carboxylic acid